7-(4,4,5,5-tetramethyl-1,3,2-dioxaborolan-2-yl)isoquinolin-1(2H)-one CC1(OB(OC1(C)C)C1=CC=C2C=CNC(C2=C1)=O)C